OC1(COC1)C=1C=C(C=O)C=CC1 3-(3-hydroxyoxetan-3-yl)benzaldehyde